C1(CC1)C(=O)N1C=CC2=CC(=CC=C12)C=1N=C(SC1C)NC(CC1=CC(=C(C=C1)F)OCCNC=1C=C2CN(C(C2=CC1)=O)C1C(NC(CC1)=O)=O)=O N-(4-(1-(cyclopropanecarbonyl)indol-5-yl)-5-methylthiazol-2-yl)-2-(3-(2-(2-(2,6-dioxopiperidin-3-yl)-1-oxoisoindolin-5-ylamino)ethoxy)-4-fluorophenyl)acetamide